N-(5-chloro-2-hydroxy-3-sulfamoylphenyl)-2-hydroxybenzenesulfonamide ClC=1C=C(C(=C(C1)NS(=O)(=O)C1=C(C=CC=C1)O)O)S(N)(=O)=O